FC(C1=C(OC(=O)C2=CC=CC=C12)C1=CC=C(C=C1)F)(F)F 4-trifluoromethyl-3-(4-fluorophenyl)-isocoumarin